2-(hydroxymethyl)-3,8-diazabicyclo[3.2.1]octane-8-carboate OCC1C2CCC(CN1)N2C(=O)[O-]